C(#CC(=O)OCC)C(=O)OCC diethyl acetylenedicarboxylate